[Fe](Cl)Cl.[Mn] manganese ferrous chloride